CC(C)NCCNC=1C=C2N=C(C=NC2=CC1)C=1C=NN(C1)C N'-(1-methylethyl)-N-[3-(1-methyl-1H-pyrazol-4-yl)quinoxalin-6-yl]ethane-1,2-diamine